2-(dimethylphosphinyloxy)aniline CP(=O)(OC1=C(N)C=CC=C1)C